C=C(C(=O)O)CC1=CC(=C(C(=C1)C(C)(C)C)O)C(C)(C)C methylene-3-(3,5-di-tert-butyl-4-hydroxyphenyl)propionic acid